sodium caprylyl-sodium caproyl-sodium salt C(CCCCC)(=O)[Na].C(CCCCCCC)(=O)[Na].[Na]